C1(CC1)C=1C=CC(=NC1F)[C@@H](NC(=O)[C@H]1N(C[C@@H](C1)F)C(CNC(=O)N1CC(C1)(F)F)=O)C1=CC=CC=C1 (2S,4R)-N-[(S)-(5-cyclopropyl-6-fluoropyridin-2-yl)(phenyl)methyl]-1-{2-[(3,3-difluoroazetidine-1-carbonyl)amino]acetyl}-4-fluoropyrrolidine-2-carboxamide